(2,2'-dimethyl-[1,1'-biphenyl]-3,3'-diyl)bis(5,6,7,8-tetrahydro-1,6-naphthyridine-2-carboxamide) CC1=C(C=CC=C1C=1C(=NC=2CCNCC2C1)C(=O)N)C1=C(C(=CC=C1)C=1C(=NC=2CCNCC2C1)C(=O)N)C